CS(=O)(=O)OCC=1C=NC(=NC1)C1C(NC(CC1)=O)=O (2-(2,6-dioxopiperidin-3-yl)pyrimidin-5-yl)methyl methanesulfonate